COC1=NC=CC(=C1)CC1=CN=C(N1COCC[Si](C)(C)C)C=O 5-((2-methoxypyridin-4-yl)methyl)-1-((2-(trimethylsilyl)ethoxy)methyl)imidazole-2-carbaldehyde